1-(2-fluoro-6-iodophenyl)-3-(2-methoxy-5-(trifluoromethyl)phenyl)urea FC1=C(C(=CC=C1)I)NC(=O)NC1=C(C=CC(=C1)C(F)(F)F)OC